2-(4-(2-(4-methoxyphenylamino)-4-(piperidin-4-ylamino)pyrimidin-5-yl)-1H-pyrazol-1-yl)ethanol COC1=CC=C(C=C1)NC1=NC=C(C(=N1)NC1CCNCC1)C=1C=NN(C1)CCO